FC(C1=NC(=NO1)C1=CC=C(C=C1)[N-]C1CC1)(F)F N-[4-[5-(trifluoromethyl)-1,2,4-oxadiazol-3-yl]phenyl]cyclopropylamide